OC1=NC(=NN1)CCCCC1=NNC(=N1)O 3,3'-tetramethylenebis(5-hydroxy-1,2,4-triazole)